N-(6-amino-5-ethylpyridin-3-yl)-2-(2-(2-(2-(dimethylamino)Ethyl)benzo[d]thiazol-5-yl)-5-methylpiperidin-1-yl)-2-oxoacetamide NC1=C(C=C(C=N1)NC(C(=O)N1C(CCC(C1)C)C=1C=CC2=C(N=C(S2)CCN(C)C)C1)=O)CC